COCCOCCOCCOCCOCCOCCOC=1C=C(C(=O)OC)C=CC1CCCO methyl 3-(2,5,8,11,14,17-hexaoxanonadecan-19-yloxy)-4-(3-hydroxypropyl)benzoate